((2S,3R,4R)-2-cyclopropyl-3-methyl-4-((5-methylpyrazin-2-yl)amino)-6-(1,2,3,6-tetrahydropyridin-4-yl)-3,4-dihydroquinolin-1(2H)-yl)ethanone C1(CC1)[C@@H]1N(C2=CC=C(C=C2[C@@H]([C@H]1C)NC1=NC=C(N=C1)C)C=1CCNCC1)C(C)=O